NNC(=O)NNC(N)=O aminobiurea